3-({[(4-{2-[3-(trifluoromethyl)-1H-1,2,4-triazol-5-yl]imidazo[1,2-a]pyrimidin-3-yl}-1H-imidazol-1-yl)methoxy]carbonyl}oxy)propanoic acid FC(C1=NNC(=N1)C=1N=C2N(C=CC=N2)C1C=1N=CN(C1)COC(=O)OCCC(=O)O)(F)F